(S)-3-cyclopropyl-2,2-dimethyl-3-(2-(piperidin-4-ylmethoxy)pyridin-4-yl)propionic acid ethyl ester C(C)OC(C([C@H](C1=CC(=NC=C1)OCC1CCNCC1)C1CC1)(C)C)=O